p-benzenesulfonic acid sodium salt [Na+].C1=CC=C(C=C1)S(=O)(=O)[O-]